C1(CC1)C1=C(C#N)C=CC(=C1)N1CCC(CC1)C1=CC=C(C=C1)N1CCC(CC1)C(OC)OC 2-Cyclopropyl-4-(4-(4-(4-(dimethoxymethyl)piperidin-1-yl)phenyl)piperidin-1-yl)benzonitrile